2,3,5-tribenzyl-β-ribose C(C1=CC=CC=C1)[C@@]1([C@H](O)O[C@@H]([C@]1(O)CC1=CC=CC=C1)C(O)CC1=CC=CC=C1)O